2-{3-[(3r,5s)-3,5-dimethylpiperazin-1-yl]-1,2,4-triazin-6-yl}-5-(8-fluoro-2-methylimidazo[1,2-a]pyridin-6-yl)phenol C[C@@H]1CN(C[C@@H](N1)C)C=1N=NC(=CN1)C1=C(C=C(C=C1)C=1C=C(C=2N(C1)C=C(N2)C)F)O